(1R,5S,6r)-6-[4-(4-ethylphenyl)-5-methyl-4H-1,2,4-triazol-3-yl]-3-azabicyclo[3.1.0]Hex-3-yl-(5-isopropyl-1H-pyrazol-3-yl)methanone C(C)C1=CC=C(C=C1)N1C(=NN=C1C)C1[C@H]2CN(C[C@@H]12)C(=O)C1=NNC(=C1)C(C)C